(1,4-dibenzyl-piperazin-2-yl)-carboxylic acid, ethyl ester C(C1=CC=CC=C1)N1C(CN(CC1)CC1=CC=CC=C1)C(=O)OCC